5-[4-amino-5-(trifluoromethyl)pyrrolo[2,1-f][1,2,4]triazin-7-yl]-N-[(3R)-3-(4-chlorophenyl)-3-hydroxypropyl]pyridine-3-carboxamide NC1=NC=NN2C1=C(C=C2C=2C=C(C=NC2)C(=O)NCC[C@@H](O)C2=CC=C(C=C2)Cl)C(F)(F)F